3-(5-(3-((4'-chloro-5,5-dimethyl-3,4,5,6-tetrahydro-[1,1'-biphenyl]-2-yl)methyl)-3,8-diazabicyclo[3.2.1]octane-8-carbonyl)-1-oxoisoindolin-2-yl)piperidine-2,6-dione ClC1=CC=C(C=C1)C1=C(CCC(C1)(C)C)CN1CC2CCC(C1)N2C(=O)C=2C=C1CN(C(C1=CC2)=O)C2C(NC(CC2)=O)=O